ClC1=CC(=C2C=NN(C2=C1)C)N1CC2N(CCC2C1)S(=O)(=O)C 6-chloro-1-methyl-4-(1-(methylsulfonyl)hexahydropyrrolo[3,4-b]pyrrol-5(1H)-yl)-1H-indazole